COC1=CC=C(C=C1)C(C2=CC=CC=C2)(C3=CC=C(C=C3)OC)OC[C@@H]4[C@H](C[C@@H](O4)N5C=NC6=C5N=CNC6=O)O 5'-O-(4,4'-dimethoxytrityl)-2'-deoxyinosine